[Se]=O.[Co] cobalt selenium oxide